ClC1=CC=C(N1)C1=CC(=NC=C1)NC(C)C 5-chloro-2-((isopropylamino)pyridin-4-yl)-1H-pyrrole